C(=C)S(=O)(=O)C methyl Vinyl Sulfone